2-norbornanemethanol C12C(CC(CC1)C2)CO